C(C(=C)C)(=O)OCCC=C(CC)CC diethylvinylethyl methacrylate